COC=1C=CC=C2C(C(NC12)=O)=O 7-methoxy-1H-indol-2,3-dione